copper-indium gallium selenide [Ga]=[Se].[In].[Cu]